octanoic acid undec-3-yl ester CCC(CCCCCCCC)OC(CCCCCCC)=O